C1(CC1)C1=NC=NC(=C1C=1N=C(C2=C(N1)C=C(N2COCC[Si](C)(C)C)C)OCC2=CC=C(C=C2)C=2N(C=C(N2)C(F)(F)F)C)OC 2-[[2-(4-cyclopropyl-6-methoxy-pyrimidin-5-yl)-6-methyl-4-[[4-[1-methyl-4-(trifluoromethyl)imidazol-2-yl]phenyl]methoxy]pyrrolo[3,2-d]pyrimidin-5-yl]methoxy]ethyl-trimethyl-silane